5-{[9-chloro-7-(4,5-difluoroindol-1-yl)-3,5-dihydro-2H-1,4-benzoxazepin-4-yl]methyl}pyrimidine-2-carbonitrile ClC1=CC(=CC=2CN(CCOC21)CC=2C=NC(=NC2)C#N)N2C=CC1=C(C(=CC=C21)F)F